Cl.NC1CC(C1)O (1s,3s)-3-aminocyclobutane-1-ol hydrochloride